5-chloro-3-(pyrimidin-4-yl)thieno[3,2-b]pyridine ClC1=CC=C2C(=N1)C(=CS2)C2=NC=NC=C2